COC1=NN(C=C1[N+](=O)[O-])CCOCCOCCOCCOCCOCCOCCO 2-[2-[2-[2-[2-[2-[2-(3-methoxy-4-nitro-pyrazol-1-yl)ethoxy]ethoxy]ethoxy]ethoxy]ethoxy]ethoxy]ethanol